[Zn].[Cu].[Cr].[Ni] nickel chromium copper zinc